FC(C1=CC(=NC=C1)NC(=O)C1C2CCC(C1)O2)(F)F N-(4-(trifluoromethyl)pyridin-2-yl)-7-oxabicyclo[2.2.1]heptane-2-carboxamide